ClC1=CC=C(CN2C3(CC(N(C3)C3=NC=CC=C3)=O)C(N(CC2=O)C(C)C)=O)C=C1 6-(4-chlorobenzyl)-9-isopropyl-2-(pyridin-2-yl)-2,6,9-triazaspiro[4.5]decane-3,7,10-trione